CC=1N=C(SC1C(=O)OC(C)(C)C)N(C(=O)N1C[C@H](CC1)NC1=NC=CC2=CC=C(C=C12)C1=NOC(=N1)C)C tert-butyl 4-methyl-2-[methyl-[(3S)-3-[[7-(5-methyl-1,2,4-oxadiazol-3-yl)-1-isoquinolyl]amino]pyrrolidine-1-carbonyl]amino]thiazole-5-carboxylate